CSC=1N=CC2=C(N1)C(=NC(=C2)C#N)NCCC 2-(methylsulfanyl)-8-(propylamino)pyrido[3,4-d]pyrimidine-6-carbonitrile